butyl 3-((1-((tert-butyldimethylsilyl)oxy)-3-hydroxy-2-methylpropan-2-yl)oxy)-1H-pyrazole-1-carboxylate [Si](C)(C)(C(C)(C)C)OCC(CO)(C)OC1=NN(C=C1)C(=O)OCCCC